O[C@H]1[C@@H]([C@H]2C\C(\CC2C1)=C\CCCC(=O)OC)\C=C\[C@H]([C@H](CC#CC)C)O methyl (5E)-5-[(3aS,4R,5R)-5-hydroxy-4-[(E,3S,4S)-3-hydroxy-4-methyl-oct-1-en-6-ynyl]-3,3a,4,5,6,6a-hexahydro-1H-pentalen-2-ylidene]pentanoate